tert-butyl (2S,4R)-4-hydroxy-2-(((S)-1-(4-(4-(hydroxymethyl)thiazol-5-yl)phenyl)ethyl)carbamoyl)pyrrolidine-1-carboxylate O[C@@H]1C[C@H](N(C1)C(=O)OC(C)(C)C)C(N[C@@H](C)C1=CC=C(C=C1)C1=C(N=CS1)CO)=O